3-bromo-5-(3-methyl-1-((2-(trimethylsilyl)ethoxy)methyl)-1H-pyrazol-4-yl)thiophene-2-carboxylate BrC1=C(SC(=C1)C=1C(=NN(C1)COCC[Si](C)(C)C)C)C(=O)[O-]